N-(3-chloro-5-(methylsulfonyl)phenyl)-1-(piperidin-4-yl)-1H-pyrazole-4-carboxamide ClC=1C=C(C=C(C1)S(=O)(=O)C)NC(=O)C=1C=NN(C1)C1CCNCC1